O=C(CC1=CC=C(C=C1)NC(OCC1=CC=C(C=C1)Cl)=O)N1CCCCC1 4-chlorobenzyl (4-(2-oxo-2-(piperidin-1-yl)ethyl)phenyl)carbamate